2-(1-(3,5-dichlorophenyl)-2-(ethylsulfonyl)indol-3-yl)-3-methyl-6-(trifluoromethyl)-3H-imidazo[4,5-b]pyridine ClC=1C=C(C=C(C1)Cl)N1C(=C(C2=CC=CC=C12)C1=NC=2C(=NC=C(C2)C(F)(F)F)N1C)S(=O)(=O)CC